C1CC12CCN(CC2)C=2C=C(C=CC2N2N=NC(=C2)C2=CC(=C(C(=C2)C)[N+](=O)[O-])N2CCC(CC2)(F)F)C(CO)S(=O)(=O)N (3-{6-azaspiro[2.5]oct-6-yl}-4-{4-[3-(4,4-difluoropiperidin-1-yl)-5-methyl-4-nitrophenyl]-1H-1,2,3-triazol-1-yl}phenyl)-2-hydroxyeth-ane-1-sulfonamide